C(C)C1(COC1)COC1=CC(=CC=C1)OCC1(COC1)CC 1,3-bis[(3-ethyl-3-oxetanyl)methoxy]benzene